α-Azido-4-methylphenylacetic amide N(=[N+]=[N-])C(C(=O)N)C1=CC=C(C=C1)C